4-(4-formylphenyl)methylene-2,6-di-tert-butyl-2,5-cyclohexadien-1-one C(=O)C1=CC=C(C=C1)C=C1C=C(C(C(=C1)C(C)(C)C)=O)C(C)(C)C